6-(4-(2-oxo-3-((S)-2-((6-oxo-5-(trifluoromethyl)-1,6-dihydropyridazin-4-yl)oxy)propoxy)pyrrolidin-1-yl)piperidin-1-yl)nicotinonitrile O=C1N(CCC1OC[C@H](C)OC=1C=NNC(C1C(F)(F)F)=O)C1CCN(CC1)C1=NC=C(C#N)C=C1